N1CCC=2C1=NC=CC2C=2C[C@H](N([C@H](C2)C)C(=O)OC(C)(C)C)C tert-butyl (2R,6S)-4-(2,3-dihydro-1H-pyrrolo[2,3-b]pyridin-4-yl)-2,6-dimethyl-3,6-dihydropyridine-1(2H)-carboxylate